FC=1C=C(C=CC1C(NC)=O)C[C@@H](CNC(=O)[C@H]1[C@@](C1)(C1=CC=CC=C1)C)NC(OC(C)(C)C)=O tert-butyl ((S)-1-(3-fluoro-4-(methylcarbamoyl)phenyl)-3-((1R,2R)-2-methyl-2-phenylcyclopropane-1-carboxamido)propan-2-yl)carbamate